(2S,3R,4R,5S)-1-((4-ethylcyclohexyl)methyl)-2-(hydroxymethyl)piperidine-3,4,5-triol C(C)C1CCC(CC1)CN1[C@H]([C@H]([C@@H]([C@H](C1)O)O)O)CO